5-(chloro-methyl)-3-ethyl-1,2,4-thiadiazole ClCC1=NC(=NS1)CC